BrC1=CC=C(C=C1)C=1C(=C(SC1)NC(C1=CC(=CC=C1)F)=O)C(=O)O 4-(4-bromophenyl)-2-(3-fluorobenzamido)thiophene-3-carboxylic acid